2-(1H-7-azabenzotriazol-1-yl)-1,1,3,3-tetramethyl-uronium hexafluorophosphate HCl Cl.F[P-](F)(F)(F)(F)F.N1(N=NC2=C1N=CC=C2)OC(=[N+](C)C)N(C)C